glycidoxyphosphoric acid C(C1CO1)OOP(O)(O)=O